(2Z)-2-cyano-3-hydroxy-N-(7-methoxy-4-phenyl-1H-1,3-benzodiazol-2-yl)but-2-enamide C(#N)/C(/C(=O)NC1=NC2=C(N1)C(=CC=C2C2=CC=CC=C2)OC)=C(\C)/O